(3S)-N-[3-[2-acetamido-6-(morpholin-4-yl)pyridin-4-yl]-4-methylphenyl]-3-(2,2,2-trifluoroethyl)pyrrolidine-1-carboxamide C(C)(=O)NC1=NC(=CC(=C1)C=1C=C(C=CC1C)NC(=O)N1C[C@@H](CC1)CC(F)(F)F)N1CCOCC1